O1[C@H](COCC1)CN1N=C2C3=C(C[C@H](C2=C1)C)OC(=C3C(F)(F)F)C(=O)NCC3=NN(C=C3)C (4R)-2-{[(2S)-1,4-Dioxan-2-yl]methyl}-4-methyl-N-[(1-methyl-1H-pyrazol-3-yl)methyl]-8-(trifluoromethyl)-4,5-dihydro-2H-furo[2,3-g]indazol-7-carboxamid